C(C1=CC=CC=C1)OC=1C=2C3=C(N(C2C=CC1)C1=CC=C(C=C1)F)C(COC31CCNCC1)(C)C 9'-(benzyloxy)-5'-(4-fluorophenyl)-4',4'-dimethyl-4',5'-dihydro-3'H-spiro[piperidine-4,1'-pyrano[4,3-b]indole]